sodium (S)-3-(4-(2,4-difluorophenyl)thiophen-2-yl)-3-(3-(1-methyl-4-oxido-2-oxo-1,2-dihydro pyridin-3-yl)ureido)propanoate FC1=C(C=CC(=C1)F)C=1C=C(SC1)[C@H](CC(=O)[O-])NC(=O)NC=1C(N(C=CC1[O-])C)=O.[Na+].[Na+]